Methyl 1-((2-((2-aminoethyl) (methyl) amino) ethyl) amino)-3-(thien-3-ylmethyl)-5H-pyrido[4,3-b]indole-7-carboxylate NCCN(CCNC1=NC(=CC=2NC=3C=C(C=CC3C21)C(=O)OC)CC2=CSC=C2)C